C(C)C1=CC(=NC=C1)NC(=O)C=1OC(=CC1)C N-(4-ethylpyridin-2-yl)-5-methylfuran-2-carboxamide